FC=1C(=C(C=CC1F)[C@H]1[C@@H](O[C@]([C@H]1C)(C(F)(F)F)C)C(=O)NC=1C=NC=C(C(=O)N)C1)OC 5-((2R,3S,4S,5R)-3-(3,4-difluoro-2-methoxyphenyl)-4,5-dimethyl-5-(trifluoromethyl)tetrahydrofuran-2-carboxamido)nicotinamide